N=1C=C(N2C1C=CC=C2)C2N(CCN(C2)C(=O)OC(C)(C)C)C(=O)OC(C)(C)C di-tert-butyl 2-imidazo[1,2-a]pyridin-3-ylpiperazine-1,4-dicarboxylate